2-(3,5-difluorophenyl)-N-(1-(4-(2,6-dioxopiperidin-3-yl)-3,5-difluorophenyl)azetidin-3-yl)acetamide FC=1C=C(C=C(C1)F)CC(=O)NC1CN(C1)C1=CC(=C(C(=C1)F)C1C(NC(CC1)=O)=O)F